N-(3-phenoxypropyl)-N-{[1-(3-phenoxypropyl)-4-piperidinyl]methyl}amine O(C1=CC=CC=C1)CCCNCC1CCN(CC1)CCCOC1=CC=CC=C1